NC1=CC=2C(=C3C(=NC2C=C1F)C1=CC2=C(C(N1C3)=O)COC([C@]2(O)CC)=O)CNC(=O)NC (S)-1-((9-amino-4-ethyl-8-fluoro-4-hydroxy-3,14-dioxo-3,4,12,14-tetrahydro-1H-pyrano[3',4':6,7]indolizino[1,2-b]quinolin-11-yl)methyl)-3-methylurea